ClC=1C=CC(=C(C1)C(CC1=NC(=NC(=N1)N[C@@H](CO)CC(C)C)NS(=O)(=O)C)C)O N-(4-(2-(5-Chloro-2-hydroxyphenyl)propyl)-6-(((R)-1-hydroxy-4-methylpentan-2-yl)amino)-1,3,5-triazin-2-yl)methanesulfonamide